F[C@@H]1COCC[C@H]1N1C=C(C(=CC1=O)NC1CCN(CC1)C)C(=O)OC methyl 1-((3S,4R)-3-fluorotetrahydro-2H-pyran-4-yl)-4-((1-methylpiperidin-4-yl)amino)-6-oxo-1,6-dihydropyridine-3-carboxylate